OC1=CC=C(C=C1)CC(C(=O)O)NC 3-(4-hydroxyphenyl)-2-methylaminopropionic acid